C(C)(C)(C)N([C@H]1CN(CC1)C1=CC=C(N=N1)C1=C(C=C(C(=C1)F)C=1C=NNC1)O)C 2-{6-[(3R)-3-[tert-butyl(methyl)amino]pyrrolidin-1-yl]pyridazin-3-yl}-4-fluoro-5-(1H-pyrazol-4-yl)phenol